ClC=1C(=C(C(=C(C1)[C@@H](C)NC=1C2=C(N=CN1)C=CC=N2)OCC)[C@H]2CC(NC2)=O)F (R)-4-(3-chloro-6-ethoxy-2-fluoro-5-((R)-1-(pyrido[3,2-d]pyrimidin-4-ylamino)ethyl)phenyl)pyrrolidin-2-one